3-Hydroxy-4'-methyl-biphenyl OC=1C=C(C=CC1)C1=CC=C(C=C1)C